3-(2-chloro-5-fluoropyrimidin-4-yl)-6-fluoro-1H-indole ClC1=NC=C(C(=N1)C1=CNC2=CC(=CC=C12)F)F